FC1=C(C(=CC(=C1)OC)F)C1C(C(NC1)=O)NC=1OC(=NN1)C=1C=NC=CC1 4-(2,6-difluoro-4-methoxyphenyl)-3-{[5-(pyridin-3-yl)-1,3,4-oxadiazol-2-yl]amino}pyrrolidin-2-one